ethyl (2S,4S)-5-(2-naphthoyl)-4-(4-chlorophenyl)-2-methyl-3-azabicyclo[3.1.1]heptane-2-carboxylate C1=C(C=CC2=CC=CC=C12)C(=O)C12[C@@H](N[C@@](C(C1)C2)(C(=O)OCC)C)C2=CC=C(C=C2)Cl